(3R)-1-[2-[4-(3-ethynyl-1-tetrahydropyran-2-yl-indazol-5-yl)-2-methyl-pyrazol-3-yl]oxyethyl]-3-(2-iodophenoxy)pyrrolidin-2-one C(#C)C1=NN(C2=CC=C(C=C12)C1=C(N(N=C1)C)OCCN1C([C@@H](CC1)OC1=C(C=CC=C1)I)=O)C1OCCCC1